N1=CC2(C3=CC=CC=C13)CCC2 spiro[cyclobutane-1,3-indole]